(R or S)-1-(1H-indazol-6-yl)spiro[2.2]pentane-1-carbonitrile N1N=CC2=CC=C(C=C12)[C@]1(CC12CC2)C#N |o1:9|